COC[C@@H](C(NCC1=CC=CC2=CC=CC=C12)=O)NC([C@H](CC(NOC(C)(C)C)=O)NC(OC(C)(C)C)=O)=O tert-butyl ((4S,7S)-4-(methoxymethyl)-12,12-dimethyl-1-(naphthalen-1-yl)-3,6,9-trioxo-11-oxa-2,5,10-triazatridecan-7-yl)carbamate